C(C)N([C@@H]1CCOC1)CC (3S,4R)-4-(diethylamino)tetrahydrofuran